C(C)(C)(C)C1=C(OP2OCC3(CO2)COP(OC3)OC3=C(C=C(C=C3)C(C)(C)C)C(C)(C)C)C=CC(=C1)C(C)(C)C 3,9-Bis(2,4-di-t-butylphenoxy)-2,4,8,10-tetraoxa-3,9-diphosphaspiro[5.5]undecane